2-[chlorocarbonyl (methyl) amino]Ethyl N-methyl-N-propyl-carbamate CN(C(OCCN(C)C(=O)Cl)=O)CCC